racemic-2-((1S,2S)-2-(3-chloro-4-fluorophenyl)cyclopropyl)-4,4,5,5-tetramethyl-1,3,2-dioxaborolane ClC=1C=C(C=CC1F)[C@@H]1[C@H](C1)B1OC(C(O1)(C)C)(C)C |r|